ClC1=CC2=C(N=C(O2)C=2C=C(C(=C(C2)O)F)F)C=C1N1CC(C1)S(=O)(=O)C 5-(6-Chloro-5-(3-(methylsulfonyl)azetidine-1-yl)benzo[d]oxazol-2-yl)-2,3-difluorophenol